N-(6-((2S,6R)-2,6-dimethylmorpholino)-1-(4-fluorophenyl)-1H-pyrazolo[3,4-d]pyrimidin-4-yl)-5-nitrothiophene-2-carboxamide C[C@@H]1O[C@@H](CN(C1)C1=NC(=C2C(=N1)N(N=C2)C2=CC=C(C=C2)F)NC(=O)C=2SC(=CC2)[N+](=O)[O-])C